C([C@@H]([C@H]([C@@H](C(=O)O)O)O)O)O The molecule is a xylonic acid. It is a conjugate acid of a L-xylonate. It is an enantiomer of a D-xylonic acid.